ClC1=NC=CC2=C1C(=CN2)C2=CC(=CC=C2)OCC21CC(C2)(C1)C(F)(F)F 4-Chloro-3-(3-{[3-(trifluoromethyl)bicyclo[1.1.1]pentan-1-yl]-methoxy}phenyl)-1H-pyrrolo[3,2-c]pyridine